Br(=O)(=O)O.C(C)SC(N)=N 2-ethyl-isothiourea bromate